1H-benzo[d]imidazole-6-diazonium N1C=NC2=C1C=C(C=C2)[N+]#N